[2-(3-benzyloxycyclobutyl)cyclopropyl]methanol C(C1=CC=CC=C1)OC1CC(C1)C1C(C1)CO